5-(4-hydroxypiperidine-1-carbonyl)-4-phenylpyridin-2(1H)-one OC1CCN(CC1)C(=O)C=1C(=CC(NC1)=O)C1=CC=CC=C1